C(C1=CC=CC=C1)N1CCOC2=C1C=C(C(=C2C(=O)O)OC)F 4-Benzyl-6-fluoro-7-methoxy-3,4-dihydro-2H-1,4-benzoxazine-8-carboxylic acid